2-chloro-4-(8-(4-(4-(piperidin-4-yl)piperazin-1-yl)benzoyl)-2,8-diazaspiro[4.5]Decan-2-yl)benzonitrile ClC1=C(C#N)C=CC(=C1)N1CC2(CC1)CCN(CC2)C(C2=CC=C(C=C2)N2CCN(CC2)C2CCNCC2)=O